C1(CC1)N1N=CC(=C1)[C@@H]1OCCC(C1)C=1N=C(C2=C(N1)N=C(O2)C)C2=C(C=C(C=C2)F)F 5-[(2R)-2-(1-cyclopropylpyrazol-4-yl)tetrahydropyran-4-yl]-7-(2,4-difluorophenyl)-2-methyl-oxazolo[4,5-d]pyrimidine